CN1C=C(C=CC1=O)N1N=CC2=CC(=CC=C12)N1[C@@H]([C@H](CC1=O)NC(=O)C=1OC=CN1)C1=CC=CC=C1 N-[(2R,3S)-1-[1-(1-Methyl-6-oxo-3-pyridyl)indazol-5-yl]-5-oxo-2-phenyl-pyrrolidin-3-yl]oxazol-2-carboxamid